3,3'-(3,6-dioxaoctane-1,8-diylbis(sulfanediyl))bis(1-(2,6,6-trimethylcyclohex-1,3-dien-1-yl)butan-1-one) C(COCCOCCSC(CC(=O)C1=C(C=CCC1(C)C)C)C)SC(CC(=O)C1=C(C=CCC1(C)C)C)C